2-((5-(7-cyano-4-methyl-3,4-dihydroquinoxalin-1(2H)-yl)-1,3-dimethyl-2-oxo-1,2-dihydroquinolin-7-yl)oxy)acetic acid C(#N)C1=CC=C2N(CCN(C2=C1)C1=C2C=C(C(N(C2=CC(=C1)OCC(=O)O)C)=O)C)C